Cl.N1CC(C1)C1CN(CCC1)C1CC1 3-(azetidin-3-yl)-1-cyclopropylpiperidine hydrochloride